5-chloro-N-methyl-N-propyl-4-(trifluoromethyl)pyridin-3-amine ClC=1C(=C(C=NC1)N(CCC)C)C(F)(F)F